FC1=CC=C(C=C1)N=C1S(C=C(N1)C1=CC=CC=C1)C1=CC=C(C=C1)C 2-p-fluorophenylimino-1-p-tolyl-4-phenylthiazole